NC=NO aminomethanone oxime